1-(6-chloro-1-(2-(1,1-difluoroethyl)pyrimidin-4-yl)-1H-pyrazolo[4,3-c]pyridin-3-yl)-4-methylpyrrolidin-3-ol ClC1=CC2=C(C=N1)C(=NN2C2=NC(=NC=C2)C(C)(F)F)N2CC(C(C2)C)O